O1C(COC2=C1C=CC=C2)C2=CC=C(CN1CCC(CC1)C(C)(C)O)C=C2 2-{1-[4-(2,3-dihydro-1,4-benzodioxin-2-yl)benzyl]piperidin-4-yl}propan-2-ol